3-ethyl-17-fluoro-20-methyl-21-oxa-3,4,10,12,24-pentaazapentacyclo[20.3.1.02,6.08,13.014,19]hexacosa-1(25),2(6),4,8(13),9,11,14,16,18,22(26),23-undecaen-23-amine C(C)N1C=2C3=CN=C(C(OC(C4=CC(=CC=C4C=4N=CN=CC4CC2C=N1)F)C)=C3)N